ethyl 2-oxo-3-(2,2,2-trifluoro-N-phenylacetimidamido)propanoate O=C(C(=O)OCC)CN(C(C(F)(F)F)=N)C1=CC=CC=C1